4,6,7-trivinylbenzofuran C(=C)C1=CC(=C(C2=C1C=CO2)C=C)C=C